CN(N(C)C)C(=O)O[C@H]1C[C@H](CC1)C1=CC(=NN1)NC(=O)OCC1=CC=CC=C1 (1R,3S)-3-(3-(((benzyloxy)carbonyl)amino)-1H-pyrazol-5-yl)cyclopentyl 1,2,2-trimethylhydrazine-1-carboxylate